BrC=1C=C(C(=NC1O[C@H](C)C1=CC(=CC(=C1)F)F)C)N=CN(C)CC N'-{5-bromo-6-[(1R)-1-(3,5-difluorophenyl)ethoxy]-2-methylpyridin-3-yl}-N-ethyl-N-methylformamidine